N-(6-(1H-1,2,4-triazol-1-yl)pyridin-3-yl)-7-chloroquinazolin-4-amine phosphoric acid salt P(O)(O)(O)=O.N1(N=CN=C1)C1=CC=C(C=N1)NC1=NC=NC2=CC(=CC=C12)Cl